(S)-N-(amino(2-(2-hydroxypropan-2-yl)thiazol-5-yl)(oxo)-λ6-sulfaneylidene)-2-(4-ethyl-6-isopropyl-1,3-dihydroisobenzofuran-5-yl)acetamide N[S@@](=NC(CC=1C(=C2COCC2=CC1C(C)C)CC)=O)(=O)C1=CN=C(S1)C(C)(C)O